(E)-2-((pyrimidin-5-ylmethylene)amino)-5-(trifluoromethoxy)benzonitrile N1=CN=CC(=C1)\C=N\C1=C(C#N)C=C(C=C1)OC(F)(F)F